[1-[4-(4,4,5,5-tetramethyl-1,3,2-dioxaborolan-2-yl)benzoyl]cyclopropyl]carbamate CC1(OB(OC1(C)C)C1=CC=C(C(=O)C2(CC2)NC([O-])=O)C=C1)C